CC1C2CC(NN=C2CCC1)=O 5-methyl-4,4a,5,6,7,8-hexahydrocinnolin-3(2H)-one